3-[2-(2-bromophenyl)-2,2-difluoro-ethoxy]propan-1-ol BrC1=C(C=CC=C1)C(COCCCO)(F)F